3-(Triethoxysilyl)propyl-2-(tosylmethyl)acrylamide C(C)O[Si](CCCC=C(C(=O)N)CS(=O)(=O)C1=CC=C(C)C=C1)(OCC)OCC